C(C)(C)(C)OC(=O)C1=CC=CNO1 oxazine-6(2H)-carboxylic acid tert-butyl ester